FC1=C(C=CC=C1F)CN1C(CCC1=O)CC(=O)NCCC1=CNC2=CC=C(C=C12)O 2-[1-[(2,3-difluorophenyl)methyl]-5-oxopyrrolidin-2-yl]-N-[2-(5-hydroxy-1H-indol-3-yl)ethyl]acetamid